NC1C(C1)CNC(C1=C(C=C(C=C1)NC=1C=2N(C=CN1)C(=CN2)C=2C(=NNC2)C(F)(F)F)CC)=O N-((2-aminocyclopropyl)methyl)-2-ethyl-4-((3-(3-(trifluoromethyl)-1H-pyrazol-4-yl)imidazo[1,2-a]pyrazin-8-yl)amino)benzamide